ClC1=C(C=C(C=C1)F)C(=O)C1=C(C=2C=NN(C2C=C1F)CC(F)(F)F)C#N 5-[(2-chloro-5-fluorophenyl)carbonyl]-6-fluoro-1-(2,2,2-trifluoroethyl)indazole-4-carbonitrile